3-thienyl-acrylonitrile S1C=C(C=C1)C(C#N)=C